(2-methylpyrazole-3-yl)boranediol CN1N=CC=C1B(O)O